N-{1-azaspiro[5.5]undecan-4-yl}-1-[6-(2-hydroxyphenyl)pyridazin-4-yl]-N-methyl-4-phenylpiperidine-4-carboxamide N1CCC(CC12CCCCC2)N(C(=O)C2(CCN(CC2)C2=CN=NC(=C2)C2=C(C=CC=C2)O)C2=CC=CC=C2)C